C1(=CC=CC=C1)C(CC(C1=CC=CC=C1)O)O 1,3-diphenyl-1,3-propyleneglycol